5-{6-[2-(4-Chloro-6-fluoro-2-methyl-indol-1-yl)-ethylamino]-pyrimidin-4-yl}-3-ethoxy-thiophen ClC1=C2C=C(N(C2=CC(=C1)F)CCNC1=CC(=NC=N1)C1=CC(=CS1)OCC)C